C(=O)O.C(=O)O.C(=O)O.FC1(CC(C1)NC=1N=CC2=C(N(C(C=3C=C(C=CC23)N2CC3(C2)CN(C3)C)=O)[C@@H]3CC[C@H](CC3)O)N1)F trans-3-((3,3-Difluorocyclobutyl)amino)-5-(4-hydroxycyclohexyl)-8-(6-methyl-2,6-diazaspiro[3.3]heptan-2-yl)pyrimido[4,5-c]isoquinolin-6(5H)-one triformic acid salt